ethyl 4-[3-(benzyloxy)-8-(3,5-difluoropyridin-4-yl)quinolin-2-yl]-4-oxobutanoate C(C1=CC=CC=C1)OC=1C(=NC2=C(C=CC=C2C1)C1=C(C=NC=C1F)F)C(CCC(=O)OCC)=O